bis(hydroxymethyl)-1-butanol OCC(CCC)(O)CO